methyl 5-(3-amino-1-methyl-pyrazol-4-yl)-6-chloro-pyridine-3-carboxylate NC1=NN(C=C1C=1C=C(C=NC1Cl)C(=O)OC)C